2,5-dioxo-pyrrolidin-1-yl 6-azido-hexanoate N(=[N+]=[N-])CCCCCC(=O)ON1C(CCC1=O)=O